(3R)-3-(1-methoxy-1-oxo-4-(3-vinylphenyl)butan-2-yl)pyrrolidine-1-carboxylic acid tert-butyl ester C(C)(C)(C)OC(=O)N1C[C@H](CC1)C(C(=O)OC)CCC1=CC(=CC=C1)C=C